FC1=CC=C(OC2=CC=C(CC=3N=C(OC3C)C3=C(C=C(C=C3)C3=CC=NC=C3)C)C=C2)C=C1 4-(4-(4-fluorophenoxy)benzyl)-5-methyl-2-(2-methyl-4-(pyridin-4-yl)phenyl)oxazole